trimethyl-[3-(triethoxysilyl)propyl]ammonium hydroxide [OH-].C[N+](CCC[Si](OCC)(OCC)OCC)(C)C